C(C)N1C(=NN(C1=O)C=1C=C2C(=CN(C(C2=CC1F)=O)C=1C(=NC=CC1C)OC)C(=C)C)CO 6-(4-Ethyl-3-(hydroxymethyl)-5-oxo-4,5-dihydro-1H-1,2,4-triazol-1-yl)-7-Fluoro-2-(2-methoxy-4-methylpyridin-3-yl)-4-(prop-1-en-2-yl)isoquinolin-1(2H)-one